3-acryloxy-propylmethyldimethoxysilane C(C=C)(=O)OCCC[Si](OC)(OC)C